tert-butyl 4-(8-amino-6-fluoro-7-(isopropylamino)-4-oxo-4H-chromen-2-yl)piperidine-1-carboxylate NC=1C(=C(C=C2C(C=C(OC12)C1CCN(CC1)C(=O)OC(C)(C)C)=O)F)NC(C)C